tert-Butyl (S)-4-(7-(4-chloropyridin-2-yl)-5-((2-(trimethylsilyl)ethoxy)methyl)-5H-pyrrolo[3,2-d]pyrimidin-4-yl)-3-methylpiperazine-1-carboxylate ClC1=CC(=NC=C1)C1=CN(C2=C1N=CN=C2N2[C@H](CN(CC2)C(=O)OC(C)(C)C)C)COCC[Si](C)(C)C